CN(C)CC1CN(CCOC1)C1=C(C=NC=2NC3=C(C=C(C=C3C21)F)NC)C=2C=C1C(C(=CN(C1=NC2)C)C(=O)O)=O 6-(4-(6-((dimethylamino)methyl)-1,4-oxazepan-4-yl)-6-fluoro-8-(methylamino)-9H-pyrido[2,3-b]indol-3-yl)-1-methyl-4-oxo-1,4-dihydro-1,8-naphthyridine-3-carboxylic acid